2-[1-(difluoromethyl)-1H-pyrazol-3-yl]Propan-2-amine FC(N1N=C(C=C1)C(C)(C)N)F